COC=1C=C2SC3=NC(=CN3C2=CC1)CO {10-Methoxy-7-thia-2,5-diazatricyclo[6.4.0.02,6]dodeca-1(12),3,5,8,10-pentaen-4-yl}methanol